2-(4-cyclopropyl-6-methoxy-pyrimidin-5-yl)-5-ethyl-4-[[3-fluoro-4-[1-methyl-4-(trifluoromethyl)imidazol-2-yl]phenyl]methoxy]pyrrolo[3,2-d]pyrimidine C1(CC1)C1=NC=NC(=C1C=1N=C(C2=C(N1)C=CN2CC)OCC2=CC(=C(C=C2)C=2N(C=C(N2)C(F)(F)F)C)F)OC